COC1=CC=C(C=C1)C1=NOC(=N1)C1CCC(CC1)C(=O)NCC1CN(CC1)C(=O)OC(C)(C)C Tert-butyl 3-(((1s,4s)-4-(3-(4-methoxyphenyl)-1,2,4-oxadiazol-5-yl)cyclohexane-1-carboxamido)methyl)pyrrolidine-1-carboxylate